4-hydroxy-1-(3-(4-(2-methoxyethoxy)phenyl)-6-(4,4,4-trifluorobutyl)pyrazin-2-yl)piperidine-4-carboxylic acid OC1(CCN(CC1)C1=NC(=CN=C1C1=CC=C(C=C1)OCCOC)CCCC(F)(F)F)C(=O)O